6-bromo-N-(pyridin-3-yl)picolinamide BrC1=CC=CC(=N1)C(=O)NC=1C=NC=CC1